O(S(=O)(=O)C(F)(F)F)C(CCF)([2H])[2H] (1,1-dideutero-3-fluoro-propyl) triflate